ClCCCN1CCC(CC1)CN1CCC(CC1)N1N=C(C=2C1=NC=NC2N)C2=CC=C(C=C2)OC2=CC=CC=C2 1-(1-((1-(3-chloropropyl)piperidin-4-yl)methyl)piperidin-4-yl)-3-(4-phenoxyphenyl)-1H-pyrazolo(3,4-d)pyrimidin-4-amine